FC(C1=C(C=CC=C1)C=1N=C(N2C1OC=C2)C2=CC=C(C(=O)O)C=C2)(F)F 4-(7-(2-(trifluoromethyl)phenyl)imidazo[5,1-b]oxazol-5-yl)benzoic acid